N-[5-[4-[[5-(2-hydroxyethoxy)pyrimidin-2-yl]amino]cyclohexoxy]-7-morpholino-1,6-naphthyridin-3-yl]methanesulfonamide OCCOC=1C=NC(=NC1)NC1CCC(CC1)OC1=C2C=C(C=NC2=CC(=N1)N1CCOCC1)NS(=O)(=O)C